ClC1=[N+](C=C(C(=C1)[N+](=O)[O-])C)[O-] 2-CHLORO-5-METHYL-4-NITRO-PYRIDINE-1-OXID